BrC1=CC=C(CNC2=CC=CC=C2)C=C1 (4-bromobenzyl)aniline